4-((6-phenylquinolin-4-yl)amino)-N-(4-(pyridin-4-ylamino)phenyl)benzamide Methyl-N-(N'-chloro-N-methoxycarbonyl-carbamimidoyl)carbamate COC(NC(NC(=O)OC)=NCl)=O.C1(=CC=CC=C1)C=1C=C2C(=CC=NC2=CC1)NC1=CC=C(C(=O)NC2=CC=C(C=C2)NC2=CC=NC=C2)C=C1